CC(=O)N[C@@H]1[C@H]([C@@H]([C@H](O[C@H]1O[C@@H]2[C@H](OC([C@@H]([C@H]2O)NC(=O)C)O)CO)CO)O[C@H]3[C@H]([C@H]([C@@H]([C@H](O3)CO[C@@H]4[C@H]([C@H]([C@@H]([C@H](O4)CO[C@@H]5[C@H]([C@H]([C@@H]([C@H](O5)COP(=O)(O)O)O)O)O)O)O[C@@H]6[C@H]([C@H]([C@@H]([C@H](O6)CO)O)O)O[C@@H]7[C@H]([C@H]([C@@H]([C@H](O7)CO)O)O)O)O)O)O[C@@H]8[C@H]([C@H]([C@@H]([C@H](O8)CO)O)O)O[C@@H]9[C@H]([C@H]([C@@H]([C@H](O9)COP(=O)(O)O)O)O)O)O)O The molecule is an oligosaccharide phosphate consisting of a linear chain of beta-D-mannose, N-acetyl-beta-D-glucosamine and N-acetyl-D-glucosamine residues all linked (1->4), to the mannose residue of which are also linked (1->3) and (1->6) respectively a 6-O-phosphono-alpha-D-mannosyl-(1->2)-alpha-D-mannosyl disaccharide unit and an alpha-D-mannosyl-(1->2)-alpha-D-mannosyl-(1->3)-[6-O-phosphono-alpha-D-mannosyl-(1->6)]-alpha-D-mannosyl branched tetrasaccharide unit. It is an oligosaccharide phosphate, a glucosamine oligosaccharide and an amino nonasaccharide.